S1C(=NC=C1)C1=C(C=CC=C1)S(=O)(=O)[O-].[Na+].C(CC(CCCCCCCCCO)O)O 1,3,12-dodecanetriol Sodium thiazolyl-benzenesulfonate